FC(C1=CC=2N[C@@H]3N(CCNC3)C2N=C1)(F)F (R)-3-(trifluoromethyl)-5a,6,8,9-tetrahydropyrido[3',2':4,5]imidazo[1,2-a]pyrazin